C1=CC=CC=2C3=CC=CC=C3C(C12)COC(=O)N1[C@@H](CCC1)C(=O)O (2S)-1-(9H-fluoren-9-yl-methoxycarbonyl)pyrrolidine-2-carboxylic acid